5-[bis(p-anisoyl)amino]-3-fluoro-6-methoxy-pyridinecarbaldehyde C(C1=CC=C(C=C1)OC)(=O)N(C=1C=C(C(=NC1OC)C=O)F)C(C1=CC=C(C=C1)OC)=O